OC=1C=C(C2=CC=CC=C2C1)C1=C2C(=NC(=C1C#N)N1CC3(CN(C3)C(C=C)=O)CC1)CC(OC2)(C)C (M)-4-(3-hydroxy-1-naphthalenyl)-7,7-dimethyl-2-(2-(2-propenoyl)-2,6-diazaspiro[3.4]octan-6-yl)-7,8-dihydro-5H-pyrano[4,3-b]pyridine-3-carbonitrile